1-(4-(trifluoromethyl)phenyl)-3-(5-((trimethylsilyl)ethynyl)-1H-pyrrolo[2,3-b]pyridin-3-yl)urea FC(C1=CC=C(C=C1)NC(=O)NC1=CNC2=NC=C(C=C21)C#C[Si](C)(C)C)(F)F